CC1=C(C=NN1C1CCNCC1)C=1C=C(C=2N(C1)N=CC2C#N)N[C@H](C)C2=NC=CC=C2 6-[5-Methyl-1-(4-piperidyl)pyrazol-4-yl]-4-[[(1R)-1-(2-pyridyl)ethyl]amino]pyrazolo[1,5-a]pyridine-3-carbonitrile